({[(2R,3S,4R,5R)-5-(2-chloro-4-{[(1S)-1-(4-fluorophenyl)ethyl]amino}-7H-pyrrolo[2,3-d]pyrimidin-7-yl)-3,4-dihydroxyoxolan-2-yl]methoxy}methyl)phosphonic acid ClC=1N=C(C2=C(N1)N(C=C2)[C@H]2[C@@H]([C@@H]([C@H](O2)COCP(O)(O)=O)O)O)N[C@@H](C)C2=CC=C(C=C2)F